(2-amino-3-(3-((6-(thiazol-2-ylmethoxy)pyridin-3-yl)methyl)isoxazol-5-yl)pyridin-1-ium-1-yl)methyl hydrogen phosphate P(=O)(OC[N+]1=C(C(=CC=C1)C1=CC(=NO1)CC=1C=NC(=CC1)OCC=1SC=CN1)N)(O)[O-]